heptyl N,N-dipropylcarbamate C(CC)N(C(OCCCCCCC)=O)CCC